N(CCCNC(OC(C)(C)C)=O)CCCNC(OC(C)(C)C)=O di-tert-butyl (azanediylbis(propane-3,1-diyl))dicarbamate